N1CNCC2=C1C=NC=C2 tetrahydropyrido[3,4-d]pyrimidin